2-methyl-6-(((S)-tetrahydrofurane-3-yl)oxy)-7,8-dihydrofuro[3,2-h]quinazolin-4-amine CC1=NC2=C3C(=C(C=C2C(=N1)N)O[C@@H]1COCC1)CCO3